(E)-4-((4-([1,2,4]triazolo[1,5-a]pyridin-7-yloxy)-3-methylphenyl)amino)-5-(1-(4-(dimethylamino)but-2-enoyl)azetidin-3-yl)pyrrolo[1,2-b]pyridazine-3-carbonitrile N=1C=NN2C1C=C(C=C2)OC2=C(C=C(C=C2)NC=2C=1N(N=CC2C#N)C=CC1C1CN(C1)C(\C=C\CN(C)C)=O)C